tert-butyl N-{6-[(2R)-2-[(tert-butoxycarbonyl)amino]-3-methoxypropyl]-2-chloropyrrolo[2,1-f][1,2,4]triazin-4-yl}-N-(thiophen-2-ylmethyl)carbamate C(C)(C)(C)OC(=O)N[C@H](CC=1C=C2C(=NC(=NN2C1)Cl)N(C(OC(C)(C)C)=O)CC=1SC=CC1)COC